ClC1=C(C(=O)O)C=CC(=C1)C=1OC(=NN1)N1[C@H]2CC(C[C@@H]1CC2)OCC=2C(=NOC2C2CC2)C2=C(C=CC=C2Cl)Cl 2-chloro-4-(5-((1R,3r,5S)-3-((5-cyclopropyl-3-(2,6-dichlorophenyl)isoxazol-4-yl)methoxy)-8-azabicyclo[3.2.1]oct-8-yl)-1,3,4-oxadiazol-2-yl)benzoic acid